dinonyl-diphenyl-amine C(CCCCCCCC)C=1C(=C(C=CC1)NC1=CC=CC=C1)CCCCCCCCC